C(C1=CC=CC=C1)(=O)C=1C(=CC(=C(C1)C=1C(=CC=C(C1F)OCCOC)C#N)Cl)Cl 5'-Benzoyl-2',4'-dichloro-6-fluoro-5-(2-methoxyethoxy)-[1,1'-biphenyl]-2-carbonitrile